FC1=CC=CC=2C3=CC=CC=C3C3=CC=CC=C3C12 1-fluorotriphenylene